(R)-N-Boc-3-aminopiperidine CC(C)(C)OC(=O)N1CCC[C@H](C1)N